C(C)(C)C=1C=C2CCC(N(C2=CC1)S(=O)(=O)C(C1=C(C=CC=C1)OCC1CCOCC1)O)CC ((6-isopropyl-2-ethyl-3,4-dihydroquinolin-1(2H)-yl)sulfonyl)-2-((tetrahydro-2H-pyran-4-yl)methoxy)benzyl alcohol